Cl.Cl.NCCCCN 1,4-Diaminobutan dihydrochlorid